NC(C(=O)NC1=NC=NN2C1=CC=C2[C@@]2(O[C@@H]([C@H]([C@H]2O)O)CO)C#N)=CC2=CC=C(C=C2)F (S)-2-amino-N-(7-((2R,3R,4S,5R)-2-cyano-3,4-dihydroxy-5-(hydroxymethyl)tetrahydrofuran-2-yl)pyrrolo[2,1-f][1,2,4]triazin-4-yl)-3-(4-fluorophenyl)acrylamide